Methyl (Z)-2-(2-(3-bromo-4-chlorophenyl)hydrazono)butanoate BrC=1C=C(C=CC1Cl)N\N=C(/C(=O)OC)\CC